(2R)-1-(((((2R,3S,4R,5R)-5-(4-aminopyrrolo[2,1-f][1,2,4]triazin-7-yl)-5-cyano-3,4-dihydroxytetrahydrofuran-2-yl)methoxy)(hydroxy)phosphoryl)oxy)-3-(octadecyloxy)propan-2-yl benzoate C(C1=CC=CC=C1)(=O)O[C@@H](COP(=O)(O)OC[C@H]1O[C@@]([C@@H]([C@@H]1O)O)(C#N)C1=CC=C2C(=NC=NN21)N)COCCCCCCCCCCCCCCCCCC